(6S,8R)-6-(4-bromo-2,6-difluorophenyl)-7-isobutyl-8-methyl-3-trityl-6,7,8,9-tetrahydrooxazolo[5,4-f]isoquinolin-2(3H)-one BrC1=CC(=C(C(=C1)F)[C@H]1N([C@@H](CC2=C3C(=CC=C12)N(C(O3)=O)C(C3=CC=CC=C3)(C3=CC=CC=C3)C3=CC=CC=C3)C)CC(C)C)F